C(C)O[Si](CCCCCN(CCCCC[Si](OCC)(OCC)OCC)CCCCC[Si](OCC)(OCC)OCC)(OCC)OCC tri(5-triethoxysilylpentyl)amine